S1C=CC(C1)=O 4-thiophenone